F[C@H]1CC=2[N+](=NOC2[O-])C1 (S)-5-fluoro-5,6-dihydro-4H-pyrrolo[1,2-c][1,2,3]oxadiazol-7-ium-3-olate